FC=1C(=C(C=C(C1)C(F)(F)F)O)C=1N=NC(=CC1C)S[C@H]1CN(CCC1)C 3-Fluoro-2-(4-methyl-6-(((R)-1-methylpiperidin-3-yl)thio)pyridazin-3-yl)-5-(trifluoromethyl)phenol